tert-butyl (3-cyclopropyl-5-(2-((2S,5R)-5-methyl-4-(1-methylcyclopropanecarbonyl)-2-phenylpiperazin-1-yl)-2-oxoacetamido)pyridin-2-yl)carbamate C1(CC1)C=1C(=NC=C(C1)NC(C(=O)N1[C@H](CN([C@@H](C1)C)C(=O)C1(CC1)C)C1=CC=CC=C1)=O)NC(OC(C)(C)C)=O